BrC=1C(=CC(=NC1)C(=O)N(C)OC)Cl 5-bromo-4-chloro-N-methoxy-N-methylpicolinamide